4-[[2-(2-aminoethanesulfonyl)ethyl]amino]-2-(2,6-dioxopiperidin-3-yl)isoindole-1,3-dione trifluoroacetate FC(C(=O)O)(F)F.NCCS(=O)(=O)CCNC1=C2C(N(C(C2=CC=C1)=O)C1C(NC(CC1)=O)=O)=O